C(C)(C)(C)OC(=O)N[C@H](CC=1SC2=C(N1)C=C(C=C2)[C@@H]2N(C[C@H](CC2)C)C(=O)OCC=C)C (2R,5S)-allyl 2-(2-((S)-2-((tert-butoxycarbonyl)amino)propyl)benzo[d]thiazol-5-yl)-5-methylpiperidine-1-carboxylate